N1[C@H](CCC1=O)C(=O)O (R)-pyroglutamic acid